The molecule is a flavone C-glycoside that is luteolin substituted by a 6-deoxy-2-O-(6-deoxy-alpha-L-mannopyranosyl)-beta-L-ribo-hexopyranos-3-ulosyll residue at position 6. It has been found in Petrorhagia velutina and Cassia occidentalis. It has a role as a plant metabolite. It is a flavone C-glycoside, a tetrahydroxyflavone, a disaccharide derivative and a secondary alpha-hydroxy ketone. It derives from a luteolin. C[C@H]1[C@@H]([C@H]([C@H]([C@@H](O1)O[C@@H]2[C@H](O[C@H]([C@@H](C2=O)O)C)C3=C(C4=C(C=C3O)OC(=CC4=O)C5=CC(=C(C=C5)O)O)O)O)O)O